C12(CC(C1)C2)N(C(C(F)(F)F)=O)CC2=CC=C(C=C2)[C@@H]2N([C@H](CC1=CC(=CC=C21)OC)CCCC)C(C#C)=O N-{bicyclo[1.1.1]pent-1-yl}-N-({4-[(1S,3S)-3-butyl-6-methoxy-2-(prop-2-ynoyl)-1,2,3,4-tetrahydroisoquinolin-1-yl]phenyl}methyl)-2,2,2-trifluoroacetamide